7-chloro-2-(1H-imidazol-1-yl)-9H-indeno[2,1-d]pyrimidine-9-one ClC1=CC=2C(C=3N=C(N=CC3C2C=C1)N1C=NC=C1)=O